(5R)-3-[2-[(3,3-dimethyl-2H-benzofuran-5-yl)oxy]pyrimidin-5-yl]-5-ethyl-5-methyl-imidazolidine-2,4-dione CC1(COC2=C1C=C(C=C2)OC2=NC=C(C=N2)N2C(N[C@](C2=O)(C)CC)=O)C